6-chloro-2-methoxy-3-(1-methylpyrazol-4-yl)pyridine ClC1=CC=C(C(=N1)OC)C=1C=NN(C1)C